4-(Benzyloxy)-7-bromo-2-chloro-8-fluoroquinazoline C(C1=CC=CC=C1)OC1=NC(=NC2=C(C(=CC=C12)Br)F)Cl